C(CCCCCCCCCCCCCCCCC)C(NN)(C(=O)NCCCNCCCCNCCCN)CCCCCCCCCCCCCCCCCC dioctadecyl-amino-glycyl-spermine